CC=1C=C(N=NC1C)NC1=NN2C(C=C(C=C2)C=2C(=NOC2C)O[C@@H]2CN([C@@H](C2)COC)C)=C1 N-(5,6-dimethylpyridazin-3-yl)-5-[3-[(3S,5S)-5-(methoxymethyl)-1-methyl-pyrrolidin-3-yl]oxy-5-methyl-isoxazol-4-yl]pyrazolo[1,5-a]pyridin-2-amine